3-ethyl-phenyl-boric acid C(C)C=1C=C(C=CC1)OB(O)O